C(=O)(C=C)N1CCN(CC1)C1=C(C(N(C2=NC(=C(C=C12)F)C1=CC=C(C2=C1N=C(S2)N)F)C[C@H]2N(CCC2)C)=O)C#N (S)-4-(4-Acrylpiperazin-1-yl)-7-(2-amino-7-fluoro-benzo[d]thiazol-4-yl)-6-fluoro-1-((1-methyl-pyrrolidin-2-yl)methyl)-2-oxo-1,2-dihydro-1,8-naphthyridine-3-carbonitrile